IC1=C(C=CC(=C1)C=1C=NNC1)C=1C=NNC1 4,4'-(2-iodo-1,4-phenylene)bis(1H-pyrazole)